3-(piperidin-1-yl)propyl 6-(5-(6-methylpyridin-2-yl)-1H-imidazol-4-yl)quinoline-3-carboxylate CC1=CC=CC(=N1)C1=C(N=CN1)C=1C=C2C=C(C=NC2=CC1)C(=O)OCCCN1CCCCC1